ClC=1C(=CC2=C(NC(=N2)OC=2C=CC(=C(C2)N2N=NN(C2=O)C)C)C1)C=1C=C2C=CN(C2=CC1)C 1-(5-((6-Chloro-5-(1-methyl-1H-indol-5-yl)-1H-benzo[d]imidazol-2-yl)oxy)-2-methylphenyl)-4-methyl-1,4-dihydro-5H-tetrazol-5-on